3-(2-chloro-4-fluorophenoxy)-N-(3-(S-methylsulfonimidoyl)phenyl)-6-isopropyl-pyridazine-4-carboxamide ClC1=C(OC=2N=NC(=CC2C(=O)NC2=CC(=CC=C2)S(=O)(=N)C)C(C)C)C=CC(=C1)F